potassium 9,11,13-trifluorooctadecanoate FC(CCCCCCCC(=O)[O-])CC(CC(CCCCC)F)F.[K+]